C(=C)OOC=1C(C(=O)O)=CC=CC1 vinyloxysalicylic acid